glycolamidobenzene arsenate (glycolamidophenylarsonate) C(CO)(=O)NC1=C(C=CC=C1)[As](O)(O)=O.[As](O)(O)(O)=O.C(CO)(=O)NC1=CC=CC=C1